C[N+](C)(C)[C@@H](CC1=CNC2=CC=CC=C21)C(=O)[O-] The molecule is an amino acid betaine obtaine by exhaustive methylation of the alpha-amino group of L-tryptophan with concomitant deprotonation of the carboxy group. It has a role as a plant metabolite, a xenobiotic and a fungal metabolite. It is an amino-acid betaine, a L-tryptophan derivative and an indole alkaloid.